methyl 6-((2-amino-2-oxoethyl)carbamoyl)-3-(9-((4-(aminomethyl)-2-methylphenyl)carbamoyl)-4,5-dihydrobenzo[b]thieno[2,3-d]oxepin-8-yl)picolinate NC(CNC(=O)C1=CC=C(C(=N1)C(=O)OC)C=1C(=CC2=C(OCCC3=C2SC=C3)C1)C(NC1=C(C=C(C=C1)CN)C)=O)=O